(6S)-1,10-bis(2H3)methoxy-9-(3-methoxypropoxy)-2-oxo-6-(propan-2-yl)-2H,6H,7H-pyrido[2,1-a]isoquinoline-3-carboxylic acid C(OC=1C(C(=CN2C1C1=CC(=C(C=C1C[C@H]2C(C)C)OCCCOC)OC([2H])([2H])[2H])C(=O)O)=O)([2H])([2H])[2H]